NC=1C(=NC=2CN(CCC2C1)C(=O)OC(C)(C)C)Br tert-butyl 3-amino-2-bromo-5,8-dihydro-1,7-naphthyridine-7(6H)-carboxylate